FC(C[C@@H](C(=O)NC1=NC=CC(=C1)C1=C(C2=NC(=CC(=C2N1)N1CCN(CC1)C)F)C1=NC=CC=C1)C1=CC=C(C=C1)F)F |r| (2RS)-4,4-difluoro-N-{4-[5-fluoro-7-(4-methylpiperazin-1-yl)-3-(pyridin-2-yl)-1H-pyrrolo[3,2-b]pyridin-2-yl]pyridin-2-yl}-2-(4-fluorophenyl)butanamide